FC1(CN(C1)CCN)F 2-(3,3-difluoroazetidin-1-yl)ethan-1-amine